C(C1=CC=CC=C1)NC(=O)C=1C=CC(=C2C=CC=NC12)Br N-benzyl-5-bromoquinoline-8-carboxamide